P(OC=C(C)C)([O-])=O (2-methyl-propenyl) phosphonate